5-(difluoromethoxy)-1-((1,3-dioxoisoindolin-2-yl)methyl)-4-oxo-3,4-dihydropyridin FC(OC=1C(CCN(C1)CN1C(C2=CC=CC=C2C1=O)=O)=O)F